tert-butyl 5-(6-chloropyridin-2-yl)-3,4,5,6-tetrahydropyrrolo[3,4-c]pyrrole-2(1H)-carboxylate ClC1=CC=CC(=N1)N1CC2=C(C1)CN(C2)C(=O)OC(C)(C)C